BrC=1C=CC2=C(N(C=N2)C(=O)OC(C)(C)C)C1 tert-butyl 6-bromo-1H-benzo[d]Imidazole-1-carboxylate